3-((2-chloro-4-(trifluoromethyl)phenoxy)methyl)benzamide ClC1=C(OCC=2C=C(C(=O)N)C=CC2)C=CC(=C1)C(F)(F)F